CC1=CC=CC(=N1)C1=NC=CC(=N1)NC1=NC(=NC=C1)NC=1C=C(C=NC1)C(=O)OC methyl 5-[[4-[[2-(6-methyl-2-pyridyl)pyrimidin-4-yl]amino]pyrimidin-2-yl]amino]pyridine-3-carboxylate